ClC1=CC=C(CNC(=O)NC2=C(C=C(C=C2)CN2C(CN(CC2)C)=O)F)C=C1 1-(4-chlorobenzyl)-3-(2-fluoro-4-((4-methyl-2-oxopiperazin-1-yl)methyl)phenyl)urea